The molecule is conjugate base of aminomalonic acid arising from deprotonation of the two carboxy groups and protonation of the amino group; major species at pH 7.3. It is a dicarboxylic acid anion and an alpha-amino-acid anion. It is a conjugate base of an aminomalonic acid. C(C(=O)[O-])(C(=O)[O-])[NH3+]